1-(2-Chloro-5-{5,5-difluoro-2,7-diazaspiro[3.5]nonane-2-carbonyl}phenyl)-1,3-diazinane-2,4-dione trifluoroacetate FC(C(=O)O)(F)F.ClC1=C(C=C(C=C1)C(=O)N1CC2(C1)C(CNCC2)(F)F)N2C(NC(CC2)=O)=O